4-(4-Methoxybenzoyl)-3-(prop-1-yn-1-yl)piperazine-1-carboxylic acid benzyl ester C(C1=CC=CC=C1)OC(=O)N1CC(N(CC1)C(C1=CC=C(C=C1)OC)=O)C#CC